C(C)(=O)C=1C=C(C=CC1)C(F)(F)F 3-acetylbenzotrifluoride